germanylmethylene borate B1(OC([GeH3])O1)[O-]